(S)-N-(6-methyl-5-((1-methyl-6-((2-methylpyridin-3-yl)amino)-1H-pyrazolo[3,4-d]pyrimidin-3-yl)amino)pyridin-3-yl)-2-(2-methylpyrrolidin-1-yl)acetamide CC1=C(C=C(C=N1)NC(CN1[C@H](CCC1)C)=O)NC1=NN(C2=NC(=NC=C21)NC=2C(=NC=CC2)C)C